1-(4-chlorophenyl)-6-phenyl-4-(2,2,2-trifluoroethyl)hex-5-yn-1-one ClC1=CC=C(C=C1)C(CCC(C#CC1=CC=CC=C1)CC(F)(F)F)=O